7-(1-acryloylpiperidin-4-yl)-7-methyl-2-(4-phenoxyphenyl)-4,5,6,7-tetrahydropyrazolo[1,5-a]pyrimidine-3-carboxamide C(C=C)(=O)N1CCC(CC1)C1(CCNC=2N1N=C(C2C(=O)N)C2=CC=C(C=C2)OC2=CC=CC=C2)C